Cl.C1(CC1)COC=1C=C(C=CC1OC(F)F)C=1OC=C(N1)CN (2-(3-(cyclopropylmethoxy)-4-(difluoromethoxy)phenyl)oxazol-4-yl)methylamine hydrochloride